OC(CC=C(C(=O)N)CC)C 2-hydroxypropyl-ethylacrylamide